diacetyl-dihydromorphine ((S)-2-((R)-2-(((2R,4aR,6S,7R,8R,8aS)-7-amino-6-(benzyloxy)-2-phenylhexahydropyrano[3,2-d][1,3]dioxin-8-yl)oxy)propanamido)propanamido)-5-oxopentanoate N[C@@H]1[C@H]([C@@H]2O[C@@H](OC[C@H]2O[C@@H]1OCC1=CC=CC=C1)C1=CC=CC=C1)O[C@@H](C(=O)N[C@H](C(=O)NC(C(=O)O)CCC=O)C)C.C(C)(=O)C1=C(C=2C[C@@H]3[C@@H]4CC[C@@H]([C@H]5[C@@]4(C2C(=C1O)O5)CCN3C)O)C(C)=O